ONC(/C=C/C1=C(C(=O)NC2=CC=CC=C2)C=CC=C1)=O (E)-2-(3-(hydroxyamino)-3-oxoprop-1-en-1-yl)-N-phenylbenzamide